2-chloro-N-(1,3-dioxoisoindolin-2-yl)-N-methylbenzamide ClC1=C(C(=O)N(C)N2C(C3=CC=CC=C3C2=O)=O)C=CC=C1